C(CCCCCC)OC1=CC=C2C=3C=CC(=CC3C(C2=C1)(CCCCCCCC)CCCCCCCC)NC1=CC=CC=C1 7-(heptyloxy)-9,9-dioctyl-N-phenyl-9H-fluorene-2-amine